4-{2-[2-(5-ethoxyquinoline-8-sulfonamido)phenyl]ethynyl}isoquinoline-1-carboxylic acid C(C)OC1=C2C=CC=NC2=C(C=C1)S(=O)(=O)NC1=C(C=CC=C1)C#CC1=CN=C(C2=CC=CC=C12)C(=O)O